OC=1C=C(C=CC1O)C1OC2=C(O1)C=CC(=C2)C=O 2-(3',4'-dihydroxyphenyl)-1,3-benzodioxole-5-carboxaldehyde